FC(C1=CC=C(C=C1)C=1N=NN(C1)CC1=CC=C(C=C1)C1=NOC(=N1)N1CCCC1)(F)F (3-(4-((4-(4-(Trifluoromethyl)phenyl)-1H-1,2,3-triazol-1-yl)methyl)phenyl)-1,2,4-oxadiazol-5-yl)pyrrolidine